sodium monohydroxy phenylacetate C1(=CC=CC=C1)CC(=O)OO.[Na]